1-(3-(difluoromethoxy)phenyl)-6-((2,6-dimethylpyrimidin-4-yl)amino)-1,2-dihydro-3H-pyrazolo[4,3-c]pyridin-3-one FC(OC=1C=C(C=CC1)N1NC(C=2C=NC(=CC21)NC2=NC(=NC(=C2)C)C)=O)F